FC=1C=C(CN2C(=NC=3C2=NC=CC3)CCC(=O)N[C@@H](C)C3=CC=C(C=C3)N3CCCCC3)C=CC1F 3-[3-(3,4-Difluoro-benzyl)-3H-imidazo[4,5-b]pyridin-2-yl]-N-[(S)-1-(4-piperidin-1-yl-phenyl)-ethyl]-propionamide